2-cyclopropyl-N7-(6,7-dihydro-5H-cyclopenta[b]pyridin-6-yl)pyrazolo[1,5-a]pyrimidine-3,7-dicarboxamide C1(CC1)C1=NN2C(N=CC=C2C(=O)NC2CC=3C(=NC=CC3)C2)=C1C(=O)N